CS(=O)(C)=NC1=CC(=C(OC2=C(C=C(C#N)C=C2)F)C=C1)C=1C2=C(C(N(C1)C)=O)NC=C2 4-{4-{[dimethyl(oxo)-λ6-sulfanylidene]amino}-2-(6-methyl-7-oxo-6,7-dihydro-1H-pyrrolo[2,3-c]pyridin-4-yl)phenoxy}-3-fluorobenzonitrile